1-iodo-4-isopropenyl-benzene IC1=CC=C(C=C1)C(=C)C